C(OC(C(CCCC)CC)OOC(C)(C)C)([O-])=O t-butylperoxy-2-ethylhexyl carbonate